C(C)OC(C(C)C=1CC(C=CC1)(C1=CC=C(C=C1)[N+](=O)[O-])C1=C2CCN(CC2=CC=C1)CC1=CC=C(C=C1)[N+](=O)[O-])=O (l)-3-(2-(4-nitrobenzyl)-1,2,3,4-tetrahydroisoquinolin-5-yl)-3-(4-nitrophenyl)phenylpropionic acid ethyl ester